2,2'-Thiobis(5,6-dimethylindan-1-ol) S(C1C(C2=CC(=C(C=C2C1)C)C)O)C1C(C2=CC(=C(C=C2C1)C)C)O